2-{[4-(2-amino-7-fluoro-8-methoxyquinazolin-4-yl)-1H-1,2,3-triazol-1-yl]methyl}-6-(1-hydroxycyclobutyl)pyridin-1-ium-1-oic acid NC1=NC2=C(C(=CC=C2C(=N1)C=1N=NN(C1)CC1=[N+](C(=CC=C1)C1(CCC1)O)C(=O)O)F)OC